[Na+].OCC(C(=O)[O-])CC 2-hydroxymethyl-butyric acid sodium salt